C[C@]12[C@H](OB(O1)CCC[C@@]13[C@@](NCC1)(CCC3)C(=O)O)C[C@H]3C([C@@H]2C3)(C)C (3aS,6aS)-3a-(3-((3aS,4S,6S,7aR)-3a,5,5-trimethylhexahydro-4,6-methanobenzo[d][1,3,2]dioxaborol-2-yl)propyl)hexahydrocyclopenta[b]pyrrole-6a(1H)-carboxylic acid